N-(2-chloro-4-cyanophenyl)-1H-indole-7-carboxamide ClC1=C(C=CC(=C1)C#N)NC(=O)C=1C=CC=C2C=CNC12